N1=C(C=CC=C1)N1CCOCC1 4-(pyridin-2-yl)-morpholine